CC1=C(OCC(=O)OC)C=CC(=C1)OC\C=C(\C1=CC=C(C=C1)C(F)(F)F)/C1=CC=C(C=C1)C#CCN1CCCC1 methyl (E)-[2-methyl-4-[3-[4-[3-(pyrrolidin-1-yl)propynyl]phenyl]-3-(4-trifluoromethylphenyl)allyloxy]phenoxy]acetate